tert-butyl rac-(2-(4-bromopyridin-2-yl)-1-methoxypropan-2-yl)carbamate BrC1=CC(=NC=C1)[C@@](COC)(C)NC(OC(C)(C)C)=O |r|